C(C=C)N1C(C(C2=CC=CC=C12)CC=C)=O 1-allyl-3-(propan-2-enyl)indol-2-one